6-bromo-3-(methoxymethoxy)-2-nitropyridine BrC1=CC=C(C(=N1)[N+](=O)[O-])OCOC